2-methyl-4-Phenyl-6-propylphenol CC1=C(C(=CC(=C1)C1=CC=CC=C1)CCC)O